ClC1=C(C(C2=CC=C(C=C2)Cl)OC2CN(C2)C(=O)N[C@H](C)C2=CC(=CC=C2)OC)C=CC=C1 3-(2,4'-dichlorobenzhydryloxy)-N-[(R)-1-(3-methoxyphenyl)ethyl]azetidine-1-carboxamide